C(C)C1=C(C(=CC=C1)CC)N1C(=NC(C(=C1O)CC1=CC(=C(C=C1)C1=C(C(=NC=C1)F)C)F)=O)C=1SC=C(N1)C 1-(2,6-diethylphenyl)-5-{[3-fluoro-4-(2-fluoro-3-methylpyridin-4-yl)phenyl]methyl}-6-hydroxy-2-(4-methyl-1,3-thiazol-2-yl)-1,4-dihydropyrimidin-4-one